N1(C=NC=C1)C(=O)OCC1=CC=CC=C1 Benzyl 1H-imidazole-1-carboxylate